1-(tetrahydropyran-2-ylmethyl)-1,2,4-triazole-3-carboxamide O1C(CCCC1)CN1N=C(N=C1)C(=O)N